(2-[3-[4-([[(2R,3S)-3-[(tert-butoxycarbonyl)amino]-5-carbamoylpentan-2-yl]oxy]methyl)phenyl]propoxy]ethoxy)acetic acid C(C)(C)(C)OC(=O)N[C@H]([C@@H](C)OCC1=CC=C(C=C1)CCCOCCOCC(=O)O)CCC(N)=O